3-[3-(1,3-Benzodioxol-5-yl)-4-[2-(hydroxyamino)-2-oxo-ethyl]-1H-pyrazol-5-yl]benzoic acid O1COC2=C1C=CC(=C2)C2=NNC(=C2CC(=O)NO)C=2C=C(C(=O)O)C=CC2